COC(C(C(=O)OC)C1(CC[C@H](N1C(=O)OC(C)(C)C)C(=O)OCC)C)=O 1-(tert-butyl) 2-ethyl (2S)-5-(1,3-dimethoxy-1,3-dioxopropan-2-yl)-5-methylpyrrolidine-1,2-dicarboxylate